4-chloro-1H-pyrrolo[2,3-b]pyridine-5-carboxamide ClC1=C2C(=NC=C1C(=O)N)NC=C2